(2S)-Methyl 5-cyclobutoxy-2-methyl-6-(1-(2-methyl-octahydrocyclopenta[c]pyrrol-5-yl)-1H-pyrazol-4-yl)-3,4-dihydroquinoline-1(2H)-carboxylate C1(CCC1)OC1=C2CC[C@@H](N(C2=CC=C1C=1C=NN(C1)C1CC2C(CN(C2)C)C1)C(=O)OC)C